ClC1=CC=C2C(=N1)CCN(C2)C2COC2 2-Chloro-6-(oxetan-3-yl)-5,6,7,8-tetrahydropyrido[4,3-b]pyridine